5'-Oxo-2'-(2-phenylquinolin-7-yl)-5',6'-dihydro-4'H-spiro[cyclopropane-1,7'-pyrazolo[1,5-a]pyrimidine]-3'-carbonitrile O=C1NC=2N(C3(C1)CC3)N=C(C2C#N)C2=CC=C3C=CC(=NC3=C2)C2=CC=CC=C2